C1N(CC12CNC2)C(=O)OC(C)(C)C 1,1-dimethylethyl 2,6-diazaspiro[3.3]heptane-2-carboxylate